(4-(3-(4-methoxyphenyl)-1,2,4-oxadiazol-5-yl)piperazin-1-yl)methanone COC1=CC=C(C=C1)C1=NOC(=N1)N1CCN(CC1)C=O